(racemic)-methyl 6-(1-([1,1'-biphenyl]-4-ylmethyl)-4-fluoro-1H-indole-7-carboxamido)-2-methylspiro[3.3]heptane-2-carboxylate C1(=CC=C(C=C1)CN1C=CC2=C(C=CC(=C12)C(=O)NC1CC2(CC(C2)(C(=O)OC)C)C1)F)C1=CC=CC=C1